ClC=1C=C(C=C(C1OC=1N=NC(=C(C1)C1CCC1)Cl)Cl)N1N=C(C(NC1=O)=O)C#N 2-(3,5-dichloro-4-((6-chloro-5-cyclobutylpyridazin-3-yl)oxy)phenyl)-3,5-dioxo-2,3,4,5-tetrahydro-1,2,4-triazine-6-carbonitrile